C(C)NC(=O)[C@H]1CN(C)[C@@H]2CC3=CNC4=CC=CC(C2=C1)=C34 D-lysergic acid ethylamide